(triphenyleneyl)(pyridinyl)Terbenzene C1(=CC=CC=2C3=CC=CC=C3C3=CC=CC=C3C12)C=1C(=C(C=CC1)C=1C(=CC=CC1)C1=CC=CC=C1)C1=NC=CC=C1